BrC=1C(=NN2C1N=CC=C2C(=O)OCC)COC([2H])([2H])[2H] ethyl 3-bromo-2-(trideuteriomethoxymethyl)pyrazolo[1,5-a]pyrimidine-7-carboxylate